COC=1C=C(C=C2C1OCO2)CN(CC2=CC=C(C=C2)CNCC2=NC=CC=C2)C2CCCCC=1C2=NC=CC1 N-[(3-methoxy-4,5-methylenedioxyphenyl)methyl]-N'-(2-pyridylmethyl)-N-(6,7,8,9-tetrahydro-5H-cyclohepta[b]pyridin-9-yl)-1,4-xylylenediamine